C(#N)C1CC(C1)C=1N=C2C(=NC1)N=C(S2)NC(=O)C=2C=NC(=CC2C2=C(C(=NC=C2OC)C2CC2)F)C N-(6-(3-cyanocyclobutyl)thiazolo[4,5-b]pyrazin-2-yl)-2'-cyclopropyl-3'-fluoro-5'-methoxy-6-methyl-[4,4'-bipyridine]-3-carboxamide